C(C)(=O)NC1=CC=C(C=C1)C1=CC=C(N=N1)NC1C[C@@H]2[C@@H](CN(C2)C(=O)OC(C)(C)C)C1 tert-Butyl (3aR,5r,6aS)-5-((6-(4-acetamidophenyl)pyridazin-3-yl)amino)hexahydrocyclopenta[c]pyrrole-2(1H)-carboxylate